[Li].[Zr] zirconium Lithium